(S)-3-(4-acetylmorpholin-2-yl)-N-(5-chloro-4-(5,5-dimethyl-5,6-dihydro-4H-pyrrolo[1,2-b]pyrazol-3-yl)pyridin-2-yl)propanamide C(C)(=O)N1C[C@@H](OCC1)CCC(=O)NC1=NC=C(C(=C1)C1=C2N(N=C1)CC(C2)(C)C)Cl